O=C(NCCOCCOCCOCCOC)CCOCCNC(CC(=O)O)=O 15,22-dioxo-2,5,8,11,18-pentaoxa-14,21-diazatetracosan-24-oic acid